1,1,2-trifluoro-2-(2-(2,2,2-trifluoroethoxy)ethoxy)ethane FC(C(OCCOCC(F)(F)F)F)F